potassium Cyclopropylacrylate C1(CC1)OC(C=C)=O.[K]